N-butyl-(N-heptyl)aminopropanol C(CCC)N(CCCCCCC)C(CC)O